CN(C=CC(=O)C1=C(C=CC(=C1)F)O)C 3-dimethylamino-1-(2-hydroxy-5-fluorophenyl)prop-2-en-1-one